((S)-6-oxa-2,9-diazaspiro[4.5]decan-2-yl)methanone C1N(CC[C@@]12OCCNC2)C=O